2-(tetrahydro-furan-3-yl)-ethanol O1CC(CC1)CCO